BrC=1C(=C(C=CC1)NC(C1=CC=CC=C1)=O)C N-(3-bromo-2-methylphenyl)benzamide